FC1(CC(C1)C(=O)N1C[C@H]([C@H](C1)F)NC(=O)C=1C=C(C=NC1OC[2H])C1=CC=C2C(=NNC2=C1)C(=O)NC1CC(C1)(F)F)F 6-(5-{[(3R,4S)-1-(3,3-difluorocyclobutanecarbonyl)-4-fluoropyrrolidin-3-yl]carbamoyl}-6-(deutero)methoxy-pyridin-3-yl)-N-(3,3-difluorocyclobutyl)-1H-indazole-3-carboxamide